4-(DIBENZYLAMINO)NAPHTHALEN-1-YLBORONIC ACID C(C1=CC=CC=C1)N(C1=CC=C(C2=CC=CC=C12)B(O)O)CC1=CC=CC=C1